ClC1=CN=C(S1)C(CC)=O (5-chlorothiazol-2-yl)propan-1-one